ethyl 4-(4-(N-(tert-butoxycarbonyl)sulfamoyl)-1,4-diazepan-1-yl)-6,7-dimethoxyquinoline-3-carboxylate C(C)(C)(C)OC(=O)NS(=O)(=O)N1CCN(CCC1)C1=C(C=NC2=CC(=C(C=C12)OC)OC)C(=O)OCC